CN1C(=CC=C1)SC 1-methyl-2-(methylthio)pyrrole